NC=1C=2N(C(=CC1)C1=CN(C=3N=CN=C(C31)N(C(OC(C)(C)C)=O)C(=O)OC(C)(C)C)C3CC3)C=C(N2)F tert-butyl (5-(8-amino-2-fluoroimidazo[1,2-a]pyridin-5-yl)-7-cyclopropyl-7H-pyrrolo[2,3-d]pyrimidin-4-yl)(tert-butoxycarbonyl)carbamate